C(CC=C)C=1C=C(C(=C(C1)CC(=O)OCC)OC)F ethyl 2-(5-(but-3-en-1-yl)-3-fluoro-2-methoxyphenyl)acetate